Diphenyl-Phosphorus Oxide C1(=CC=CC=C1)[P](C1=CC=CC=C1)=O